1-phenylbutadiene C1(=CC=CC=C1)C=CC=C